O=C1C2(CC3=CC=CC=C13)CN(C2)C(=O)OC(C)(C)C tert-Butyl 1'-oxo-1',3'-dihydrospiro[azetidine-3,2'-indene]-1-carboxylate